P(OCCCCCCCCOC(C=C)=O)([O-])([O-])=S acryloyloxyoctyl phosphorothioate